tert-Butyl (3R)-3-cyano-3-methylpyrrolidine-1-carboxylate C(#N)[C@]1(CN(CC1)C(=O)OC(C)(C)C)C